FC1=C(C#N)C=CC(=C1)C1=CC(=CC=2N1N=CN2)OCCN2C(CCC2)=O 2-fluoro-4-{7-[2-(2-oxopyrrolidin-1-yl)ethoxy]-[1,2,4]triazolo[1,5-a]pyridin-5-yl}benzonitrile